4,4a,5,6,8,8a-hexahydro-1H-pyrido[3,4-d][1,3]oxazin-2-one N1C(OCC2C1CNCC2)=O